NC=1C2=C(N=CN1)N(C(=C2C2=C(C=C(C=C2)OC2=C(C=CC=C2)F)OC)C#CC2[C@@H]1CN(C[C@H]21)C(\C=C\CN(C)C)=O)C (E)-1-((1R,5S,6s)-6-((4-amino-5-(4-(2-fluorophenoxy)-2-methoxyphenyl)-7-methyl-7H-pyrrolo[2,3-d]pyrimidin-6-yl)ethynyl)-3-azabicyclo[3.1.0]hexan-3-yl)-4-(dimethylamino)but-2-en-1-one